C1CCC2=C(C=3CCCC3C=C12)NC(=O)NS(=O)(=O)C1=CC=C(S1)B(O)O (5-(N-((1,2,3,5,6,7-hexahydro-s-indacen-4-yl)carbamoyl)sulfamoyl)thiophen-2-yl)boronic acid